C(CCCCCCCCCCC)(=O)NCCCN(C)C lauramidopropyldimethylamine